(2R,3R)-2-(2,5-difluorophenyl)-3-((thiazol-2-ylmethyl)disulfanyl)-1-(1H-1,2,4-triazol-1-yl)butan-2-ol FC1=C(C=C(C=C1)F)[C@@](CN1N=CN=C1)([C@@H](C)SSCC=1SC=CN1)O